tri-tert-butylstibine C(C)(C)(C)[Sb](C(C)(C)C)C(C)(C)C